ClCC=1C=CC(=NC1)NS(=O)(=O)C1CC1 N-[5-(chloromethyl)-2-pyridyl]cyclopropanesulfonamide